CC1=NC=C(N1C)[N+](=O)[O-] The molecule is a C-nitro compound that is 5-nitroimidazole in which the hydrogens at positions 1 and 2 are replaced by methyl groups. An antiprotozoal drug, it has been banned by both the Government of Canada and the European Union as a livestock feed additive owing to suspicions of it being carcinogenic. It has a role as an antiprotozoal drug and an antiparasitic agent. It is a C-nitro compound and a member of imidazoles.